butyl-N-ethyl-p-toluenesulfonamide C(CCC)CC1=CC=C(C=C1)S(=O)(=O)NCC